ethyl 2-(benzhydrylamino)-5-methoxy-1-methyl-6-oxo-1,6-dihydropyrimidine-4-carboxylate C(C1=CC=CC=C1)(C1=CC=CC=C1)NC=1N(C(C(=C(N1)C(=O)OCC)OC)=O)C